[C@@H](C)(CC)C1=CC=C(C=C1)C1=CC=CC=C1 |r| (±)-4-(sec-butyl)-1,1'-biphenyl